C(C)(C)(C)ON1C(C2=C(N(C(C=C2CC1)=O)C)NC1=C(C=C(C=C1)I)F)=O 2-(tert-butoxy)-8-((2-fluoro-4-iodophenyl)amino)-7-methyl-3,4-dihydro-2,7-naphthyridine-1,6(2h,7h)-dione